FC1([C@H](C2=C(C=CC(=C2C1)C1CCC(C=2C=C(C=C(C12)C#N)F)F)NC1=NC=CC=C1)O)F 8-[(1s)-2,2-difluoro-1-hydroxy-7-(pyridin-2-ylamino)-1,3-dihydroinden-4-yl]-3,5-difluoro-5,6,7,8-tetrahydronaphthalene-1-carbonitrile